7-(3-morpholinopropoxy)quinazoline-4,6-diamine O1CCN(CC1)CCCOC1=C(C=C2C(=NC=NC2=C1)N)N